BrC=1C(=NC=C(C1)Cl)C#N 3-bromo-5-chloropyridinecarbonitrile